C=C1C(C2=CC=CC=C2C=C1)S(=O)(=O)[O-] methylenenaphthalenesulfonate